N1C=C(C=2C1=NC=CC2)C=2SC=C(N2)C=2C=C(C=CC2)[C@@]2(C(NC=1C2=NC=CC1)=O)O (R)-3-(3-(2-(1H-Pyrrolo[2,3-b]pyridin-3-yl)thiazol-4-yl)phenyl)-3-hydroxy-1,3-dihydro-2H-pyrrolo[3,2-b]pyridin-2-one